2-{[(8-hydroxy-5-nitroquinoline-7-yl)methyl]amino}-acetonitrile OC=1C(=CC(=C2C=CC=NC12)[N+](=O)[O-])CNCC#N